OCCCCNC(C=C)=O N-hydroxybutyl-acrylamide